BrC=1C=C(C(=NC1)CN(C(C(=O)OCC)=O)CC=O)F ethyl 2-(((5-bromo-3-fluoropyridin-2-yl)methyl)(2-oxoethyl)amino)-2-oxoacetate